ClC=1C(=C(C=CC1)NC1=C(NC2=C1C(NCC2)=O)C2=C(C=NC=C2)C#CC2(COC2)NC(C=C)=O)OC N-{3-[2-(4-{3-[(3-chloro-2-methoxyphenyl)amino]-4-oxo-1H,5H,6H,7H-pyrrolo[3,2-c]pyridin-2-yl}pyridin-3-yl)ethynyl]oxetan-3-yl}prop-2-enamide